N-(5-(7-methoxybenzo[d]oxazol-2-yl)-8-(methylamino)-2,7-naphthyridin-3-yl)cyclopropanecarboxamide COC1=CC=CC=2N=C(OC21)C2=C1C=C(N=CC1=C(N=C2)NC)NC(=O)C2CC2